FC1=CC=C(C=C1)C1=NN2C(COC(C2C)C)=C1C1=C2C(=NC=C1)NN=C2 (6x-r,7x-s)-2-(4-fluorophenyl)-6,7-dimethyl-3-(1H-pyrazolo[3,4-b]pyridin-4-yl)-6,7-dihydro-4H-pyrazolo[5,1-c][1,4]oxazine